N-((tetrahydro-2H-pyran-4-yl)methyl)methylamine O1CCC(CC1)CNC